4-(furan-2-yl)benzoic acid O1C(=CC=C1)C1=CC=C(C(=O)O)C=C1